[NH4+].ClC1=CC(=C(C=C1)[C@]1(OC2=C(O1)C=CC=C2C2CCN(CC2)CC2=NC1=C(N2C[C@H]2OCC2)C=C(C=C1)C(=O)O)C)F 2-({4-[(2R)-2-(4-chloro-2-fluorophenyl)-2-methyl-1,3-benzodioxol-4-yl]piperidin-1-yl}methyl)-1-[(2S)-oxetan-2-ylmethyl]-1H-benzimidazole-6-carboxylic acid ammonium